N-(2-hydroxyethyl)-N-(2-hydroxypropyl)-2-aminoethanesulfonic acid OCCN(CCS(=O)(=O)O)CC(C)O